FC(C1=NC(=NC(=N1)C(F)(F)F)N1[C@@H](C=2NC3=CC=C(C=C3C2CC1)Cl)C[C@@H]1OCOCC1)(F)F (1R)-2-[4,6-bis(trifluoromethyl)-1,3,5-triazin-2-yl]-6-chloro-1-{[(4S)-1,3-dioxan-4-yl]methyl}-2,3,4,9-tetrahydro-1H-pyrido[3,4-b]indole